(E)-3-(2-chloro-7-ethoxyquinolin-3-yl)-1-(4-iodophenyl)prop-2-en-1-one ClC1=NC2=CC(=CC=C2C=C1/C=C/C(=O)C1=CC=C(C=C1)I)OCC